C(C)(C)(C)OC(=O)N(C1=NC(=NC(=C1)N1CCOCC1)C=1SC=C(N1)C(=O)OCC)C1CCC(CC1)(F)F ethyl 2-(4-((tert-butoxycarbonyl)(4,4-difluorocyclohexyl)amino)-6-morpholino pyrimidin-2-yl)thiazole-4-carboxylate